N-((2R,3S)-1-(3-hydroxy-5-isopropylisoquinolin-8-yl)-2-methylazetidin-3-yl)-N-methylmethanesulfonamide OC=1N=CC2=C(C=CC(=C2C1)C(C)C)N1[C@@H]([C@H](C1)N(S(=O)(=O)C)C)C